(S)-3-((R)-2-amino-1-hydroxyethyl)-3,4-dihydroisoquinoline-2(1H)-carboxylic acid tert-butyl ester C(C)(C)(C)OC(=O)N1CC2=CC=CC=C2C[C@H]1[C@@H](CN)O